5-(azidomethyl)-3-(4-bromo-3,5-difluoro-phenyl)-4,5-dihydroisoxazole N(=[N+]=[N-])CC1CC(=NO1)C1=CC(=C(C(=C1)F)Br)F